FC1=CC=C(COC2=CC(=NC3=CC=CC=C23)C(=O)NCC2=CC(=CC=C2)\C=C\C(=O)NO)C=C1 (E)-4-((4-fluorobenzyl)oxy)-N-(3-(3-(hydroxyamino)-3-oxoprop-1-en-1-yl)benzyl)quinoline-2-carboxamide